CN(C=1C=C(C=NC1)N1N=CC(=C1)C(C)O)C 1-(1-(5-(dimethylamino)pyridin-3-yl)-1H-pyrazol-4-yl)ethan-1-ol